4-(1-hydroxy-1-methylbutyl)styrene OC(CCC)(C)C1=CC=C(C=C)C=C1